3'-(3-((S)-2-hydroxy-3-(3-(N-methylsulfamoyl)phenoxy)propylamino)-1-oxa-8-azaspiro[4.5]decan-8-ylsulfonyl)-N,N-dimethylbiphenyl-3-sulfonamide O[C@@H](CNC1COC2(C1)CCN(CC2)S(=O)(=O)C=2C=C(C=CC2)C2=CC(=CC=C2)S(=O)(=O)N(C)C)COC2=CC(=CC=C2)S(NC)(=O)=O